C(C)(C)(C)OC(=O)NCCNC(=O)C1=CC2=C(C(N(C=C2C2=CC(=C(C(=O)O)C=C2OC2CCCCC2)NS(=O)(=O)C)C)=O)N1 4-(2-((2-((tert-butoxycarbonyl)amino)ethyl)carbamoyl)-6-methyl-7-oxo-6,7-dihydro-1H-pyrrolo[2,3-c]pyridin-4-yl)-5-(cyclohexyloxy)-2-(methylsulfonamido)benzoic acid